C(C1=CC=CC=C1)OC[C@@H]1N(CC(C1)=C)C(=O)OC(C)(C)C tert-butyl (2R)-2-[(benzyloxy)methyl]-4-methylidenepyrrolidine-1-carboxylate